3-(trifluoromethyl)acrylic acid anhydride FC(C=CC(=O)OC(C=CC(F)(F)F)=O)(F)F